1,1,1,3,3,3-hexachloro-1,3-disilapropane Cl[Si](C[Si](Cl)(Cl)Cl)(Cl)Cl